BrCCCOC1=CC=C(C=C1)C(C=CC=1C=C(C=CC1)C)=O 1-(4-(3-bromopropyloxy)phenyl)-3-m-tolyl-2-propen-1-one